gold-magnesium oxide [O-2].[Mg+2].[Au+3]